Cl.ClCC=1N(C=CN1)C (chloromethyl)-1-methyl-imidazole hydrochloride